8-(4-chloro-2-fluorophenyl)-2,3-dimethyl-6-(2-(thiazol-2-yl)morpholino)pyrimido[5,4-d]pyrimidin-4(3H)-one ClC1=CC(=C(C=C1)C1=NC(=NC2=C1N=C(N(C2=O)C)C)N2CC(OCC2)C=2SC=CN2)F